tert-Butyl (2R,5S)-4-(7-(4-(ethoxycarbonyl)pyridin-2-yl)-5-(prop-1-en-2-yl)-7H-pyrrolo[2,3-d]pyrimidin-4-yl)-2,5-dimethylpiperazine-1-carboxylate C(C)OC(=O)C1=CC(=NC=C1)N1C=C(C2=C1N=CN=C2N2C[C@H](N(C[C@@H]2C)C(=O)OC(C)(C)C)C)C(=C)C